NCCOC=1C=C(C=CC1)S(=O)(=O)N1CCC(CC1)NC=1N=CC2=C(N1)N(C(C=C2)=O)C2CCCC2 2-((1-((3-(2-aminoethoxy)phenyl)sulfonyl)piperidin-4-yl)amino)-8-cyclopentylpyrido[2,3-d]pyrimidin-7(8H)-one